C(#N)C=1C=CC(=NC1)C(=O)NC1=CC=C(C=C1)C#N 5-cyano-N-(4-cyanophenyl)-2-pyridinecarboxamide